C(C)OC(=O)C1=NC=NS1 1,2,4-thiadiazole-5-carboxylic acid ethyl ester